CN1[C@@H](CCC1)CC(=O)NN 2-[(2S)-1-methylpyrrolidin-2-yl]Acetohydrazide